CNCCN1CCN(CC1)C1=CC=C(C=C1)NC1=NC=CC(=N1)NC1=NC(=NC=C1)C1=NC(=CC=C1)C N2-[4-[4-[2-(methylamino)ethyl]piperazin-1-yl]phenyl]-N4-[2-(6-methyl-2-pyridyl)pyrimidin-4-yl]pyrimidine-2,4-diamine